CC=1N=C(SC1)C1(C2CCN(CC12)C1=CN=C2C(=N1)NN=C2C=2C(=NC=CC2)C(F)(F)F)CN (7-(4-Methylthiazol-2-yl)-3-(3-(2-(trifluoromethyl)pyridin-3-yl)-1H-pyrazolo[3,4-b]pyrazin-6-yl)-3-azabicyclo[4.1.0]heptan-7-yl)methanamine